(4-fluorobenzyl)-1-(6H-Isochromeno[3,4-c]pyridin-8-yl)pyrrolidin-2-one FC1=CC=C(CC2C(N(CC2)C=2C=CC3=C(C2)COC2=CN=CC=C23)=O)C=C1